(R)-2-(4-(methylsulfonyl)phenyl)-N-((R)-phenyl((R)-1,2,3,4-tetrahydropyrido[2,3-b]pyrazin-3-yl)methyl)propan-1-amine CS(=O)(=O)C1=CC=C(C=C1)[C@H](CN[C@@H]([C@H]1CNC2=C(N1)N=CC=C2)C2=CC=CC=C2)C